BrC=1C=NN(C1\C=C(/C#N)\C1=CC(=CC=C1)F)C (Z)-3-(4-bromo-1-methyl-1H-pyrazol-5-yl)-2-(3-fluorophenyl)acrylonitrile